COC=1C=C(C=CC1OC)C=1C(=NN2C1N=C(C=C2NCCN2CCOCC2)C)C 3-(3,4-dimethoxyphenyl)-2,5-dimethyl-N-(2-morpholinoethyl)pyrazolo[1,5-a]pyrimidin-7-amine